C(C)OC(=O)C1=C(N=C(S1)NC1=NC(=CC(=N1)N1CCC(CC1)O)C=1C(=NOC1C)C)C 2-[[4-[4-Hydroxy-piperidinyl]-6-(3,5-dimethyl-4-isoxazolyl)-2-pyrimidinyl]amino]-4-methyl-5-thiazole-carboxylic acid ethyl ester